FC(C=1N=COC1C(=O)N1[C@@H](C2=C(CC1)NC=N2)C=2OC1=C(N2)C=C(C=C1F)OC)F (S)-(4-(difluoromethyl)oxazol-5-yl)(4-(7-fluoro-5-methoxybenzo[d]oxazol-2-yl)-6,7-dihydro-1H-imidazo[4,5-c]pyridin-5(4H)-yl)methanone